(1S,2S,5R)-2-ethyl 8-(2-methoxyethyl) 3-((4-(4-chlorophenoxy) piperidin-1-yl) sulfonyl)-3,8-diazabicyclo[3.2.1]octane-2,8-dicarboxylate ClC1=CC=C(OC2CCN(CC2)S(=O)(=O)N2[C@@H]([C@@H]3CC[C@H](C2)N3C(=O)OCCOC)C(=O)OCC)C=C1